2-(chloromethyl)-6-methyl-pyrido[1,2-a]pyrimidin-4-one ClCC=1N=C2N(C(C1)=O)C(=CC=C2)C